2-(6-Chloro-2-(propylsulfanyl)-9H-purin-9-yl)ethanol ClC1=C2N=CN(C2=NC(=N1)SCCC)CCO